OC1=CC=C2C(=CC(OC2=C1C(=O)O)=O)CC(C)C 7-hydroxy-4-isobutyl-2-oxo-2H-chromene-8-carboxylic acid